N-[4-fluoro-2-(4-methylpiperazin-1-yl)phenyl]-6-oxo-4-(trifluoromethyl)-1H-pyridine-3-carboxamide FC1=CC(=C(C=C1)NC(=O)C1=CNC(C=C1C(F)(F)F)=O)N1CCN(CC1)C